C=1N=CN2C1C(=NC=C2)S imidazo[1,5-a]pyrazine-8-thiol